5-(5,6-dihydro-[1,2,4]triazolo[4,3-a]pyrazin-7(8H)-yl)-N-(6-fluoroquinolin-8-yl)pyrazine-2-carboxamide N=1N=CN2C1CN(CC2)C=2N=CC(=NC2)C(=O)NC=2C=C(C=C1C=CC=NC21)F